2-chloro-5-phenyl-1,3-thiazole-4-carboxylic acid ClC=1SC(=C(N1)C(=O)O)C1=CC=CC=C1